ClC1C2C3C4C=CC(C3C(C1)C2)C4 9-chlorotetracyclo[6.2.1.13,6.02,7]Dodec-4-ene